2-Oxo-Butyric Acid O=C(C(=O)O)CC